O1C=CC=CC1 6H-pyran